C(C)(C)(C)OC(=O)N1CC(C1)N1N=C2C=C(C=C(C2=C1)C=1SC(=CN1)C)C(=O)OC methyl 2-(1-(tert-butoxycarbonyl) azetidin-3-yl)-4-(5-methylthiazol-2-yl)-2H-indazole-6-carboxylate